ClC1=C(C(=CC=C1Cl)O)[C@H]1C[C@H](CN1)C(C(=O)N)COC 2-[(3S,5R)-5-(2,3-dichloro-6-hydroxyphenyl)pyrrolidin-3-yl]-3-methoxypropionamide